ClC1=C(CCC=2C=C3CCC(C3=CC2)N2CCC(CC2)C(=O)OC)C=CC=C1 methyl 1-(5-(2-chlorophenethyl)-2,3-dihydro-1H-inden-1-yl)piperidine-4-carboxylate